(dimethylamino)-5-fluorobenzamide CN(C)C1=C(C(=O)N)C=C(C=C1)F